OCC1(CCCCC1)CO 1,1-dihydroxymethylcyclohexane